3-((3S,5R)-3-methyl-5-((5-(5-(methylsulfonyl)-1,3,4-oxadiazol-2-yl)-1H-pyrrolo[2,3-b]pyridin-4-yl)amino)piperidin-1-yl)-3-oxopropanenitrile C[C@@H]1CN(C[C@@H](C1)NC1=C2C(=NC=C1C=1OC(=NN1)S(=O)(=O)C)NC=C2)C(CC#N)=O